ClC=1C=C(C=CC1C1=CC2=C(N=C(N=C2)SC)N2C1=NCC2)N2C(C(=NC=C2)C)=O 1-(3-chloro-4-(2-(methylthio)-8,9-dihydroimidazo[1',2':1,6]pyrido[2,3-d]pyrimidin-6-yl)phenyl)-3-methylpyrazin-2(1H)-one